ethyl 2-oxo-2-(((5-phenylpyrimidin-2-yl)methyl)amino)acetate O=C(C(=O)OCC)NCC1=NC=C(C=N1)C1=CC=CC=C1